5-fluoro-N-phenethyl-N-(prop-2-yn-1-yl)benzo[d]thiazol-2-amine FC=1C=CC2=C(N=C(S2)N(CC#C)CCC2=CC=CC=C2)C1